5-(heptafluoropropyl)-3-(naphthalene-2-yl)isoxazole FC(C(C1=CC(=NO1)C1=CC2=CC=CC=C2C=C1)(F)F)(C(F)(F)F)F